C(C)(=O)C1=C(C=C(C=C1)NC(C(CC1=CC=CC=C1)N1OCN(OC1)C1=C(C=CC(=C1)Cl)N1N=NN=C1)=O)F N-(4-acetyl-3-fluorophenyl)-2-(4-(5-chloro-2-(1H-tetrazol-1-yl)phenyl)-2,5-dioxapiperazin-1-yl)-3-phenylpropionamide